C(C1=CC=CC=C1)OC1=CC=C2C(=C(C(=NC2=C1)Cl)C(COC)C)C1=CC=C(C=C1)F 7-benzyloxy-2-chloro-4-(4-fluorophenyl)-3-(2-methoxy-1-methyl-ethyl)quinoline